2-(benzylsulfanyl)-1,3,4-oxadiazole C(C1=CC=CC=C1)SC=1OC=NN1